C(N)(OCC1=CC=C(C=C1)N)=O p-amino-benzyl carbamate